CS(=O)(=O)O.BrC1=CC2=C(N=C(C=3N2C=NN3)N3CC(C3)NC)N=C1 1-(8-bromopyrido[2,3-e][1,2,4]triazolo[4,3-a]pyrazin-4-yl)-N-methylazetidin-3-amine methanesulfonic acid salt